ClC1=C(C(=CC=C1)F)CC(=O)NC1=CC(=NC=C1)N(C(C)=O)C1=C(C=CC=C1)C(F)F N-{4-[2-(2-chloro-6-fluorophenyl)acetylamino]pyridin-2-yl}-N-[2-(difluoromethyl)phenyl]acetamide